2-((3-(4-amino-2-(trifluoromethyl)imidazo[2,1-f][1,2,4]triazin-7-yl)-4-methylphenyl)sulfonyl)-2,5-diazabicyclo[2.2.1]heptan-7-ol NC1=NC(=NN2C1=NC=C2C=2C=C(C=CC2C)S(=O)(=O)N2C1CNC(C2)C1O)C(F)(F)F